1-{7-acetyl-1-oxo-2,7-diazaspiro[4.4]nonane-4-carbonyl}-4-fluoro-N-{phenyl-[4-(propan-2-yl)phenyl]methyl}pyrrolidine-2-carboxamide C(C)(=O)N1CC2(C(CNC2=O)C(=O)N2C(CC(C2)F)C(=O)NC(C2=CC=C(C=C2)C(C)C)C2=CC=CC=C2)CC1